ClC=1C=C(C=C2C(=C(C=NC12)C#N)NC1=CC(=C(C=C1)F)Cl)N[C@@H](C=1N=CSC1)C=1N=NN(C1)CCN1CCOCC1 (S)-8-chloro-4-((3-chloro-4-fluorophenyl)amino)-6-(((1-(2-morpholinoethyl)-1H-1,2,3-triazol-4-yl)(thiazol-4-yl)methyl)amino)quinoline-3-carbonitrile